1-(3,4-dichlorophenyl)-3-(2-hydroxy-5-methylphenyl)thiourea ClC=1C=C(C=CC1Cl)NC(=S)NC1=C(C=CC(=C1)C)O